Benzoic acid 3-(1-(3-amino-4-chlorophenyl)piperidin-4-yl)propyl ester NC=1C=C(C=CC1Cl)N1CCC(CC1)CCCOC(C1=CC=CC=C1)=O